C1(=CC=CC2=CC=CC=C12)C1=C2C(=C(C(=C(C2=C(C=2C(=C(C(=C(C12)[2H])[2H])[2H])[2H])[2H])[2H])[2H])[2H])[2H] 9-(naphthalen-1-yl)anthracene-1,2,3,4,5,6,7,8,10-d9